C(C)(C)O[SiH2]O mono(isopropoxy)silanol